2-(4-cyclopropyl-6-methoxy-pyrimidin-5-yl)-5-methoxy-4-methylsulfanyl-pyrimidine C1(CC1)C1=NC=NC(=C1C1=NC=C(C(=N1)SC)OC)OC